C(CCCCCCCCCCCCCCC)(=O)NC1=NC(N(C=C1)[C@H]1[C@H]([C@H](O)[C@H](O1)CO)C#N)=O N4-palmitoyl-1-(2-C-cyano-2-deoxy-β-D-arabino-pentofuranosyl)cytosine